isobenzofuran-1-ylboronic acid C=1(OC=C2C=CC=CC12)B(O)O